tert-butyl 2-(4-(dimethylamino)-4-oxobutyl)-7,8-dihydro-4H-pyrazolo[1,5-a][1,4]diazepine-5(6H)-carboxylate CN(C(CCCC1=NN2C(CN(CCC2)C(=O)OC(C)(C)C)=C1)=O)C